2-(6-Chloro-3,4-dihydro-1H-pyrido[3,4-b]indol-2(9H)-yl)-1-(4-(trifluoromethyl)phenyl)ethanol ClC=1C=C2C3=C(NC2=CC1)CN(CC3)CC(O)C3=CC=C(C=C3)C(F)(F)F